CC1=C(C(=O)NC2(CC2)C2=C3C=CC=NC3=CC=C2)C=C(C=C1)OCCNC 2-Methyl-5-(2-(methylamino)ethoxy)-N-(1-(quinolin-5-yl)cyclopropyl)benzamide